CC(C)(C1=CC=CC=C1)C1=C(OP2OCC3(CO2)COP(OC3)OC3=C(C=C(C=C3)C(C)(C)C3=CC=CC=C3)C(C)(C)C3=CC=CC=C3)C=CC(=C1)C(C)(C)C1=CC=CC=C1 3,9-bis[2,4-bis(1-methyl-1-phenyl-ethyl)phenoxy]-2,4,8,10-tetraoxa-3,9-diphosphaspiro[5.5]undecane